CC(C(CC(C(=O)OCC)=O)=O)C ethyl 5-methyl-2,4-dioxo-hexanoate